4-oxaazepan-4-yl-(1H-pyrazolo[4,3-C]pyridin-6-yl)methanone O1NCC(CCC1)C1=NC(=CC2=C1C=NN2)C=O